C(C)(C)(C)C1=CC(=NC=C1)N1C2=CC=CC=C2C=2C=CC(=CC12)OC=1C=CC(=C(C1)C1=NC=CC=C1C(C(C)(C)C)=O)[N+](=O)[O-] 1-(2-(5-((9-(4-(tert-butyl)pyridin-2-yl)-9H-carbazol-2-yl)oxy)-2-nitrophenyl)pyridin-3-yl)-2,2-dimethylpropan-1-one